(3-bromophenyl)(mesityl)iodonium trifluoromethanesulfonate FC(S(=O)(=O)[O-])(F)F.BrC=1C=C(C=CC1)[I+]C1=C(C=C(C=C1C)C)C